(2S)-N-{(1S)-1-cyano-2-[4-(3-ethyl-7-methyl-2-oxo-2,3-dihydro-1,3-benzoxazol-5-yl)phenyl]ethyl}-1,4-oxaazepane-2-carboxamide C(#N)[C@H](CC1=CC=C(C=C1)C=1C=C(C2=C(N(C(O2)=O)CC)C1)C)NC(=O)[C@H]1OCCCNC1